CNC=1N=C(C(=NC1C1=NC2=C(C=NC=C2)N1C)C(=O)OC)NC1=C(C(=C(C(=C1)F)N1CCOCC1)F)F Methyl 5-(methylamino)-6-(3-methylimidazo[4,5-c]pyridin-2-yl)-3-(2,3,5-trifluoro-4-morpholino-anilino)pyrazine-2-carboxylate